2-(((1-methyl-5-(trifluoromethyl)-1H-1,2,4-triazol-3-yl)methoxy)methyl)-6-(trifluoromethyl)nicotinic acid CN1N=C(N=C1C(F)(F)F)COCC1=C(C(=O)O)C=CC(=N1)C(F)(F)F